NC1=C(C(N(C(=N1)N1CCN(CC1)C[C@@H](CC1=CC=NC=C1)N)C)=O)SC1=C(C(=CC=C1)Cl)Cl (R)-6-amino-2-(4-(2-amino-3-(pyridin-4-yl)propyl)piperazin-1-yl)-5-((2,3-dichlorophenyl)thio)-3-methylpyrimidin-4(3H)-one